(8S,9aR)-8-(2,3-dichloro-6-hydroxyphenyl)-2-[(2S)-2,3-dihydroxy-propanoyl]-hexahydro-1H-pyrido[1,2-a]pyrazin-4-one ClC1=C(C(=CC=C1Cl)O)[C@@H]1C[C@H]2N(C(CN(C2)C([C@H](CO)O)=O)=O)CC1